thiazino[4,3-g]indole 2,2-dioxide N=1S(C=CC2=CC=C3C=CN=C3C21)(=O)=O